C1(=CC(=CC=C1)COCC1=NOC(C1)CC1=CC=CC=C1)C1=CC=CC=C1 3-(([1,1'-biphenyl]-3-ylmethoxy)methyl)-5-benzyl-4,5-dihydroisoxazole